CCCCCCCCCCCCCCCCCC[Si](OC)(OC)OC n-Octadecyltrimethoxysilane